aminosilane silicon [Si].N[SiH3]